ClC1=CC(=NC(=N1)N1CCNCC1)C#N 6-chloro-2-(piperazin-1-yl)pyrimidine-4-carbonitrile